COC1=CC2=C(C=3N=CN(C(C3S2)=O)CC(=O)OCC)C=C1OC Ethyl 2-(7,8-dimethoxy-4-oxobenzo[4,5]thieno[3,2-d]pyrimidin-3(4H)-yl)acetate